ClC=1C=C(C=CC1C)C1=CC=C(O1)C=C1C(NN(C1=O)C1=CC(=C(C=C1)C)C)=O 4-((5-(3-Chloro-4-methylphenyl)furan-2-yl)methylene)-1-(3,4-dimethylphenyl)pyrazolidine-3,5-dione